ClC=1C(=CC2=C(N(C(N=C2N2C(CN(CC2)C(=O)OC(C)(C)C)C)=O)C=2C(=NC=CC2C)C2CC2)N1)F tert-Butyl 4-(7-chloro-1-(2-cyclopropyl-4-methylpyridin-3-yl)-6-fluoro-2-oxo-1,2-dihydropyrido[2,3-d]pyrimidin-4-yl)-3-methylpiperazine-1-carboxylate